C(C1=CC=CC=C1)N1C(NC(C1=O)=C)=O 3-benzyl-5-methyleneimidazoline-2,4-dione